ClC\C=C/C(=O)N1CCC(CC1)OC=1C=2N(C=C(N1)C=1C=NN(C1)C)N=CC2 (Z)-4-chloro-1-(4-((6-(1-methyl-1H-pyrazol-4-yl)pyrazolo[1,5-a]pyrazin-4-yl)oxy)piperidin-1-yl)but-2-en-1-one